C(CC)SC1=C(C=CC=C1)SCCC 1,2-bis(n-propylthio)benzene